3-(4,5-diethyl-thiazol-2-yl)-5-(3-carboxymethoxyphenyl)-2-(4-sulfophenyl)-2H-tetrazolium C(C)C=1N=C(SC1CC)N1N([NH2+]C(=N1)C1=CC(=CC=C1)OCC(=O)O)C1=CC=C(C=C1)S(=O)(=O)O